FC1=CC=C(C=C1)C(N1[C@H](CN(CC1)C(=O)OC(C)(C)C)C(C)C)C1=CC=C(C=C1)F tert-butyl (S)-4-(bis(4-fluorophenyl)methyl)-3-isopropylpiperazine-1-carboxylate